ClC1=NC2=C(C=CC=C2C=C1C(C)N[S@@](=O)C(C)(C)C)F (S)-2-Methyl-propane-2-sulfinic acid [1-(2-chloro-8-fluoro-quinolin-3-yl)-ethyl]-amide